CC1=CC=C(CN2CCN3N=C(C(=C32)C(=O)N[C@@H](C)C3=CC=C(C(=O)OC)C=C3)C(F)(F)F)C=C1 Methyl (S)-4-(1-(1-(4-methylbenzyl)-6-(trifluoromethyl)-2,3-dihydro-1H-imidazo[1,2-b]pyrazole-7-carboxamido)ethyl)benzoate